FC1=CC=C(C=C1)C1=NC(=C2C(=N1)N(N=C2)[C@H]2CC(C[C@@H](C2)C)(C)C)S2C(=CC=C2[N+](=O)[O-])C(=O)N 6-(4-fluorophenyl)-1-(((1R,5S)-3,3,5-trimethylcyclohexyl)-1H-pyrazolo[3,4-d]pyrimidin-4-yl)-5-nitrothiophene-2-carboxamide